N-(1-(4-amino-6-(1-fluorocyclopropyl)pyridin-2-yl)ethyl)-2-methylpropane-2-sulfinamide NC1=CC(=NC(=C1)C1(CC1)F)C(C)NS(=O)C(C)(C)C